[(1R,2S,4R)-2-hydroxy-4-{[5-({5-methyl-4-[(S)-phenylsulfinyl]-2-thienyl}carbonyl)pyrimidin-4-yl]amino}cyclopentyl]methyl sulfamate S(N)(OC[C@@H]1[C@H](C[C@@H](C1)NC1=NC=NC=C1C(=O)C=1SC(=C(C1)[S@@](=O)C1=CC=CC=C1)C)O)(=O)=O